CN1N=CC(=C1)C=1N=C(C=2N(C1)N=CC2)O[C@@H]2CN(CCOC2)C(C=C)=O 1-[(6R)-6-[6-(1-methylpyrazol-4-yl)pyrazolo[1,5-a]pyrazin-4-yl]oxy-1,4-oxazepan-4-yl]prop-2-en-1-one